4-((((6-(2,4-dioxotetrahydropyrimidin-1(2H)-yl)pyridazin-3-yl)methyl)(methyl)amino)methyl)-N-(4-methyl-3-((4-(pyridin-3-yl)pyrimidin-2-yl)amino)phenyl)benzamide O=C1N(CCC(N1)=O)C1=CC=C(N=N1)CN(C)CC1=CC=C(C(=O)NC2=CC(=C(C=C2)C)NC2=NC=CC(=N2)C=2C=NC=CC2)C=C1